C(N)(=O)C=1N(N=C2C1N=CC=C2N2[C@H]1CN([C@@H](C2)C1)C(=O)OC(C)(C)C)C1=CC=C(C=C1)OC1=CC=CC=C1 tert-butyl (1R,4R)-5-[3-carbamoyl-2-(4-phenoxyphenyl)-2H-pyrazolo[4,3-b]pyridin-7-yl]-2,5-diazabicyclo[2.2.1]heptane-2-carboxylate